NN1C(=NC(=C1C(=O)N)C1=CC=C(C=C1)C(NC1=NC=CC(=C1)C)=O)C1N(CCC1)C(C(=CC1CC1)C#N)=O 1-amino-2-(1-(2-cyano-3-cyclopropylacryloyl)pyrrolidin-2-yl)4-(4-((4-methylpyridin-2-yl)carbamoyl)phenyl)-1H-imidazole-5-carboxamide